C(C=CCC=O)=O pentenedial